dipropylene glycol monon-hexyl ether C(CCCCC)OC(C)COC(C)CO